N-(3-{6-[(3R)-3-aminobut-1-yn-1-yl]-5-(morpholin-4-yl)pyridin-3-yl}-4-methylphenyl)-2-(trifluoromethyl)-pyridine-4-carboxamide N[C@@H](C#CC1=C(C=C(C=N1)C=1C=C(C=CC1C)NC(=O)C1=CC(=NC=C1)C(F)(F)F)N1CCOCC1)C